ClC=1C=C2C(=CNC2=CC1)/C(/C#N)=C/C=1C=NC=CC1SC1=CC=C(C=C1)F (Z)-2-(5-chloro-1H-indol-3-yl)-3-(4-((4-fluorophenyl)thio)pyridin-3-yl)acrylonitrile